N,N-dimethyl-[2-(5-chloro-1H-indol-3-yl)ethyl]amine CN(C)CCC1=CNC2=CC=C(C=C12)Cl